benzyl (3S)-4-hydroxypyrrolidine-1-carboxylate OC1CCN(C1)C(=O)OCC1=CC=CC=C1